C1(CC1)C(=O)C1=CN(C(C2=CC(=CC=C12)S(NC1(CC1)C)(=O)=O)=O)NC(=O)C12CC2C1 N-(4-(cyclopropanecarbonyl)-7-(N-(1-methylcyclopropyl)sulfamoyl)-1-oxoisoquinolin-2(1H)-yl)bicyclo[1.1.0]butane-1-carboxamide